[Na].FC=1C=C(C=CC1)C1=NN2C(N=C(C=C2)O)=C1 2-(3-fluorophenyl)pyrazolo[1,5-a]Pyrimidine-5-ol sodium salt